C(O)(O)=O.C(C=1C(O)=CC=CC1)(=O)OCC(C)C isobutyl (salicylate) carbonate